[Cl-].C(C(=C)C)(=O)NCCC[N+](C)(C)C [3-(methacryloylamino)propyl]-trimethylammonium chloride